S(=O)(=O)(O)CCCOC(C=C)=O.C(C=C)(=O)NC(CS(=O)(=O)O)(C)C 2-acrylamido-2-methyl-1-propanesulfonic acid, 3-sulfopropyl-acrylate salt